N1=NC=CC2=CC=CC=C12 cinnoline